COC1=CC=C(COCCC(C#C)=O)C=C1 5-((4-methoxybenzyl)oxy)pent-1-yn-3-one